[Na+].CC1=CC=C(C=C1)C(CC(=O)[O-])NC(C1=CC=C(C=C1)N=S(=O)=O)=O 3-(4-Methylphenyl)-3-(4-sulfonylaminobenzoylamino)propionic acid sodium salt